NC[C@@H](O)C=1C=CC(=NC1)C1=C(C=C(C#N)C=C1)OC1=CC(=NC(=C1)C1=NC=CC=N1)C 4-[5-[(1S)-2-amino-1-hydroxyethyl]pyridin-2-yl]-3-(2-methyl-6-pyrimidin-2-ylpyridin-4-yl)oxybenzonitrile